FC1=NN2C(C(=CC(=C2)O)C=2C=NC(=CC2)N2CC3N(C(C2)C3)CC=3C=NC(=CC3)OC)=C1C=NO 2-fluoro-6-hydroxy-4-(6-(6-((6-methoxypyridin-3-yl)methyl)-3,6-diazabicyclo[3.1.1]heptan-3-yl)pyridin-3-yl)pyrazolo[1,5-a]pyridin-3-carbaldehyde oxime